C1(CC1)C=1N=NN(C1)[C@H](C(=O)N1[C@@H](C[C@H](C1)O)C(=O)N[C@@H]1C[C@@H](CCC1)C(NC(C)C)=O)C(C)(C)C (2S,4R)-1-[(2S)-2-(4-cyclopropyltriazol-1-yl)-3,3-dimethyl-butanoyl]-4-hydroxy-N-[(1S,3R)-3-(isopropylcarbamoyl)cyclohexyl]pyrrolidine-2-carboxamide